C(C)[C@]1(C(OCC=2C(N(C=CC21)CC=2N1C3=C(C=C(C=C3C(C2I)=C=O)F)CC1CO)=O)=O)O (4S)-4-ethyl-7-((8-fluoro-2-(hydroxymethyl)-5-iodo-6-carbonyl-1,2-dihydro-6H-pyrrolo[3,2,1-ij]quinolin-4-yl)methyl)-4-hydroxy-1,7-dihydro-3H-pyrano[3,4-c]pyridine-3,8(4H)-dione